FC1=C2CN(C(C2=CC(=C1C1(CCN(CC1)CC1=NC2=CC=CC=C2C=C1)O)F)=O)C1C(NC(CC1)=O)=O 3-(4,6-difluoro-5-(4-hydroxy-1-(quinolin-2-ylmethyl)piperidin-4-yl)-1-oxoisoindolin-2-yl)piperidine-2,6-dione